CCCCCCCC/C=C\\CCCCCCCC(=O)N[C@@H](CCC(=O)N)C(=O)O The molecule is an L-glutamine derivative resulting from the formal condensation of the carboxy group of oleic acid with the amino group of L-glutamine. It is a L-glutamine derivative and a N-(fatty acyl)-L-alpha-amino acid. It derives from an oleic acid. It is a conjugate acid of a N-oleoyl-L-glutaminate.